CCCCCCCCCCCCCC[C@H]([C@H]([C@H](CO[C@@H]1[C@@H]([C@H]([C@H]([C@H](O1)CO)O)O)O)NC(=O)CCCCCCCCCC)O)O The molecule is a glycophytoceramide having an alpha-D-galactopyranosyl residue at the O-1 position and an undecanoyl group attached to the nitrogen. It derives from an alpha-D-galactose and an undecanoic acid.